N1(CCNCC1)CCO 2-piperazin-1-yl-ethanol